CN1C2CN(C(C1)C2)C2=CC=C(NC1=NC=C(C(=N1)NC1=NC(=CC=C1)N1C(CCC1)=O)C#N)C=C2 2-[4-(5-methyl-2,5-diazabicyclo[2.2.1]heptan-2-yl)anilino]-4-[[6-(2-oxopyrrolidin-1-yl)-2-pyridyl]amino]pyrimidine-5-carbonitrile